5-bromo-4-fluoro-1-methyl-3H-1,3-benzodiazol-2-one BrC1=C(C2=C(N(C(N2)=O)C)C=C1)F